[18F]fluoro-deoxyglucose [18F]C(=O)C[C@@H](O)[C@H](O)[C@H](O)CO